COCCN(C(CC(C)=O)=O)CCOC.[Zr] zirconium N,N-bis-(2-methoxyethyl)-3-oxobutyramidate